C(=O)(OC(C)CC)OOC(=O)OC(C)CC di-secondary-butyl peroxydicarbonate